CC(=O)C1=CC=CC2=CC=CC=C12 methyl-naphthyl ketone